C(\C=C\C(=O)OC[Si](OC)(OC)OC)(=O)OC methyl ((trimethoxysilyl) methyl) fumarate